2-(4-Chlorothiophen-2-yl)-5-methoxy-N-(3-(5-(morpholinomethyl)-1H-benzo[d]imidazol-2-yl)-1H-pyrazol-4-yl)pyrimidin-4-amine ClC=1C=C(SC1)C1=NC=C(C(=N1)NC=1C(=NNC1)C1=NC2=C(N1)C=CC(=C2)CN2CCOCC2)OC